(R)-6-(4-fluoro-3-isopropyl-5-(2-methyl-4-(oxetan-3-yl)piperazin-1-yl)-1H-pyrrolo[2,3-c]pyridin-2-yl)-7,8-dimethyl-[1,2,4]triazolo[1,5-a]pyridine FC1=C2C(=CN=C1N1[C@@H](CN(CC1)C1COC1)C)NC(=C2C(C)C)C=2C(=C(C=1N(C2)N=CN1)C)C